4-fluoro-5,6-dimethoxy-benzo[b]thiophene FC1=C(C(=CC=2SC=CC21)OC)OC